C(C)(C)(C)OC(=O)N1[C@@H](CN([C@H](C1)CC)C=1C=2N(N(C(C1)=O)C([2H])([2H])[2H])C=C(N2)CC#N)CC (2R,5S)-4-(2-(cyanomethyl)-5-(methyl-d3)-6-oxo-5,6-dihydroimidazo[1,2-b]pyridazin-8-yl)-2,5-diethylpiperazine-1-carboxylic acid tert-butyl ester